7-{2-METHOXY-4-METHYL-5-[(1S,2S,6R,8S)-2,9,9-TRIMETHYL-3,5-DIOXA-4-BORATRICYCLO[6.1.1.02,6]DECAN-4-YL]PHENYL}CINNOLIN-4-AMINE COC1=C(C=C(C(=C1)C)B1O[C@]2([C@@H]3C([C@H](C[C@H]2O1)C3)(C)C)C)C3=CC=C1C(=CN=NC1=C3)N